P(=O)(=O)Cl Phosphochlorine